OC[C@H](C1=CC=CC=C1)NC1=NC(=NC=C1C1=NC(=NO1)C)NC1=CC=C2CC(NC(C2=C1)=O)(C)C 7-[[4-[[(1S)-2-hydroxy-1-phenyl-ethyl]amino]-5-(3-methyl-1,2,4-oxadiazol-5-yl)pyrimidin-2-yl]amino]-3,3-dimethyl-2,4-dihydroisoquinolin-1-one